FC(CCC1=CC(=C(C=C1OC)CC(CC)N)OC)F 1-(4-(3,3-difluoropropyl)-2,5-dimethoxyphenyl)butan-2-amine